CN1C(=NC(=C1)NC(=O)C=1N(C=C(C1)NC(=O)C=1N(C=C(C1)NC(=O)C=1N(C=CN1)C)C)C)C(=O)OCC ethyl 1-methyl-4-(1-methyl-4-(1-methyl-4-(1-methyl-1H-imidazole-2-carboxamido)-1H-pyrrole-2-carboxamido)-1H-pyrrole-2-carboxamido)-1H-imidazole-2-carboxylate